NC=1C(=NC(=CN1)C1=C(C=CC(=C1)C(C(F)(F)F)(C(C)O)O)C([2H])([2H])[2H])C(=O)NC1CCOCC1 3-amino-6-(2-(methyl-d3)-5-(1,1,1-trifluoro-2,3-dihydroxybutan-2-yl)phenyl)-N-(tetrahydro-2H-pyran-4-yl)pyrazine-2-carboxamide